NCC1=CC(=CC(=N1)N1C2CN(CC1CC2)C(=O)C2=C(C=C(C=C2)F)Cl)S(=O)(=O)N2CCC(CC2)C2=CC=CC=C2 [8-[6-(aminomethyl)-4-[(4-phenyl-1-piperidyl)sulfonyl]-2-pyridyl]-3,8-diazabicyclo[3.2.1]octan-3-yl]-(2-chloro-4-fluoro-phenyl)methanone